2-fluorobenzyl-1-(2-methoxyethyl)-1H-benzo[d]Imidazole-6-carboxylic acid methyl ester COC(=O)C=1C=CC2=C(N(C(=N2)CC2=C(C=CC=C2)F)CCOC)C1